Cl[Si](C)(C)C Chlorotrimethyl-silan